lithium bis(fluorosulfonyl)amide FS(=O)(=O)[N-]S(=O)(=O)F.[Li+]